CC(C[Mg])(C)C.[Br] bromine (2,2-dimethylpropyl)magnesium